Cl.C(C)OC=1C(=CC2=CN(N=C2C1)C)C(=O)NC=1N=NC(=CC1)N1C[C@H](NCC1)C (R)-6-ethoxy-2-methyl-N-(6-(3-methylpiperazin-1-yl)pyridazin-3-yl)-2H-indazole-5-carboxamide hydrochloride